ClC=1C(N(C(=CC1O[C@H](C)C1=NC=C(C=C1F)F)C)C1=CC(=NC=C1C)C=1N=C(SC1)C(C)(C)O)=O (R)-3-chloro-1-[2-[2-(1-hydroxy-1-methyl-ethyl)thiazol-4-yl]-5-methyl-4-pyridinyl]-6-methyl-4-[(1R)-1-(3,5-difluoro-2-pyridinyl)ethoxy]pyridin-2-one